tert-butyl 4-((3-cyclobutyl-1,2,4-oxadiazol-5-yl)methyl)piperidine-1-carboxylate C1(CCC1)C1=NOC(=N1)CC1CCN(CC1)C(=O)OC(C)(C)C